ClC=1C=C(C=CC1F)[C@@H](C)NC(=O)C=1NC2=C(C=C3C(=NNC3=C2)C2=CC=NC=C2)N1 (R)-N-(1-(3-chloro-4-fluorophenyl)ethyl)-3-(pyridin-4-yl)-1,7-dihydroimidazo[4,5-f]indazole-6-carboxamide